8-{4-[(2R)-2,3-dihydro-1,4-benzodioxin-2-yl]benzyl}-2,8-diazaspiro[4.5]decan-1-one O1[C@@H](COC2=C1C=CC=C2)C2=CC=C(CN1CCC3(CCNC3=O)CC1)C=C2